CC1=CC=C(C(N1C1=CC=NC=C1)=O)C(=O)O 6-methyl-2-oxo-2H-[1,4'-bipyridine]-3-carboxylic acid